6-chloro-2-(2,3-dichlorophenyl)imidazo[2,1-b][1,3,4]thiadiazole-5-carbaldehyde ClC=1N=C2SC(=NN2C1C=O)C1=C(C(=CC=C1)Cl)Cl